FC1=C(OC(C(=O)O)(C)C)C(=CC=C1C)CN1CCN(CC1)C(=O)OC(C(F)(F)F)C(F)(F)F 2-(2-Fluoro-6-((4-(((1,1,1,3,3,3-hexafluoropropan-2-yl)oxy)carbonyl)piperazin-1-yl)methyl)-3-methylphenoxy)-2-methylpropanoic acid